C1(CC1)C=1C(=NON1)C(=O)N[C@H](C=1N=C2N(N=CC(=C2)C[C@@H]2C(N[C@@H](C2)CC)=O)C1)C1CCC(CC1)(F)F |o1:21,24| 4-Cyclopropyl-N-[(S)-(4,4-difluorocyclohexyl)-[7-[[(3S*,5R*)-5-ethyl-2-oxo-pyrrolidin-3-yl]methyl]imidazo[1,2-b]pyridazin-2-yl]methyl]-1,2,5-oxadiazole-3-carboxamide